CC1=C(N(C=2N=CNC(C21)=O)C2=C(C=CC=C2)F)C(=O)OCC ethyl 5-methyl-4-oxo-7-(2-fluorophenyl)-4,7-dihydro-3H-pyrrolo[2,3-d]pyrimidine-6-carboxylate